2-Amino(pyridin-4-yl)ethanone TFA Salt OC(=O)C(F)(F)F.NCC(=O)C1=CC=NC=C1